(R)-(4-methoxy-1-methyl-1H-pyrazol-3-yl)(1-methylcyclopentyl)methylamine COC=1C(=NN(C1)C)NCC1(CCCC1)C